C1(CC1)C1=C(CN2C(N(CC=3C2=NN(C3)C)C3CCN(CC3)C3=C(C#N)C=CC=C3F)=O)C=CC=C1 2-{4-[7-(2-Cyclopropyl-benzyl)-2-methyl-6-oxo-2,4,6,7-tetrahydro-pyrazolo[3,4-d]pyrimidin-5-yl]-piperidin-1-yl}-3-fluoro-benzonitril